5-bromo-4-fluoro-2-(((2-tosylhydrazino)methyl)phenyl)piperazine-1-carboxylic acid tert-butyl ester C(C)(C)(C)OC(=O)N1C(CN(C(C1)Br)F)C1=C(C=CC=C1)CNNS(=O)(=O)C1=CC=C(C)C=C1